N1-(5-oxo-5,6,7,8-tetrahydronaphthalen-2-yl)-N8-((tetrahydro-2H-pyran-2-yl)oxy)octanediamide O=C1C=2C=CC(=CC2CCC1)NC(CCCCCCC(=O)NOC1OCCCC1)=O